CC=1C=C(CN2CCC3(CC2)COC2=C4CN(C(C4=CC=C23)=O)[C@@H]2C(NC(CC2)=O)=O)C=C(C1)C=1C=NN(C1)C1COC1 (S)-3-(1'-(3-methyl-5-(1-(oxetan-3-yl)-1H-pyrazol-4-yl)benzyl)-6-oxo-6,8-dihydro-2H,7H-spiro[furo[2,3-e]isoindole-3,4'-piperidin]-7-yl)piperidine-2,6-dione